ClC1=CC=C(C(=N1)OC)C1(CC1)NC(=O)C1=CC(=NN1C)C(F)(F)F N-(1-(6-chloro-2-methoxypyridin-3-yl)cyclopropyl)-1-methyl-3-(trifluoromethyl)-1H-pyrazole-5-carboxamide